ClCC=1N2C3=C(C=C(C=C3C(C1I)=O)F)CC2=COC2OCCCC2 4-(chloromethyl)-8-fluoro-5-iodo-2-(((tetrahydro-2H-pyran-2-yl)oxy)methylene)-1,2-dihydro-6H-pyrrolo[3,2,1-ij]quinolin-6-one